OC(C1=CN(C(C2=CC(=C(C=C12)OC)OC)=O)C1=NOC2=C1C=C(C=C2)C)C2=CC=CC=C2 4-(hydroxy(phenyl)methyl)-6,7-dimethoxy-2-(5-methylbenzo[d]isoxazol-3-yl)isoquinolin-1(2H)-one